NC1=NC2=C(C=CC=C2C=N1)C=1C(=C(C=CC1F)NS(=O)(=O)C=1C(=NC=C(C1)Cl)OC)F N-[3-(2-aminoquinazolin-8-yl)-2,4-difluorophenyl]-5-chloro-2-methoxypyridine-3-sulfonamide